3-(2,6-difluorophenyl)-9-thia-4,7-diazatricyclo[8.5.0.02,8]pentadec-1(10),2(8),3-trien-6-one FC1=C(C(=CC=C1)F)C=1C=2C=3CCCCCC3SC2NC(CN1)=O